CN1C(=NC(=C1)C(F)(F)F)C1=CC=C(C=C1)CN1C2=NC(=NC=C2NC1=O)C=1C(=NC=CC1)C(C)C 9-([4-[1-methyl-4-(trifluoromethyl)-1H-imidazol-2-yl]phenyl]methyl)-2-[2-(propan-2-yl)pyridin-3-yl]-8,9-dihydro-7H-purin-8-one